2-(ethylthio)-N-methyl-3-(3-methyl-6-(trifluoromethyl)-3H-imidazo[4,5-b]pyridin-2-yl)pyrazolo[1,5-a]pyrimidin-7-amine C(C)SC1=NN2C(N=CC=C2NC)=C1C1=NC=2C(=NC=C(C2)C(F)(F)F)N1C